COC1=C(C=C(C=C1)OC1=CC=C(C=C1)C(F)(F)F)NC(=O)[C@H]1CNC(C1)=O (R)-N-(2-Methoxy-5-(4-(trifluoromethyl)phenoxy)phenyl)-5-oxopyrrolidine-3-carboxamide